2-OXOBUTANOIC ACID O=C(C(=O)O)CC